C(#C)C1=CC=C(C(=N1)C)C1=C(C2=C(N=CN=C2C)N1C)C1=CC(=C(OC2=NC=CC(=N2)C)C=C1)F 2-{4-[6-(6-ethynyl-2-methylpyridin-3-yl)-4,7-dimethyl-7H-pyrrolo[2,3-d]pyrimidin-5-yl]-2-fluorophenoxy}-4-methylpyrimidine